4-(1H-imidazol-1-yl)-N-((1r,4r)-4-methoxycyclohexyl)-6-methylpicolinamide N1(C=NC=C1)C1=CC(=NC(=C1)C)C(=O)NC1CCC(CC1)OC